N,N-dimethyl-N',N'-di[(9Z,12Z)-octadeca-9,12-dien-1-yl]ethane-1,2-diamine CN(CCN(CCCCCCCC\C=C/C\C=C/CCCCC)CCCCCCCC\C=C/C\C=C/CCCCC)C